C1(CC1)C1=C(C=CC(=N1)N1C(C2=CC=CC(=C2C1)C(F)(F)F)=O)C1=C(C=CC=C1)C1=NN=CN1C 2-(6-cyclopropyl-5-(2-(4-methyl-4H-1,2,4-triazol-3-yl)phenyl)pyridin-2-yl)-4-(trifluoromethyl)isoindolin-1-one